1,2-Dichloroethen ClC=CCl